ClC1=CC=C(C=C1)[C@H](CC1=NN=C2N1N=CC(=C2)C2=NC(=NC=C2)NC2=CC=NN2C)OC (S)-4-(3-(2-(4-chlorophenyl)-2-methoxyethyl)[1,2,4]triazolo[4,3-b]pyridazin-7-yl)-N-(1-methyl-1H-pyrazol-5-yl)pyrimidin-2-amine